tert-butyl (2R,3S)-2-((((1s,4S)-4-(2-hydroxyphenyl)cyclohexyl)oxy)methyl)-3-(methylsulfonamido)piperidine-1-carboxylate OC1=C(C=CC=C1)C1CCC(CC1)OC[C@@H]1N(CCC[C@@H]1NS(=O)(=O)C)C(=O)OC(C)(C)C